N-[1-(4-chloro-2-thienyl)ethyl]cyclopropanamine ClC=1C=C(SC1)C(C)NC1CC1